COC1=CC=C(C=C1)C1=C(NC=2N(C1=O)N=C(C2C2=CNC=C2)C2=CC=CC=C2)C 6-(4-methoxyphenyl)-5-methyl-2-phenyl-3-(1H-pyrrol-3-yl)pyrazolo[1,5-a]pyrimidin-7(4H)-one